5-bromo-N-((4,4-difluorocyclohexyl)methyl)pyridin-2-amine BrC=1C=CC(=NC1)NCC1CCC(CC1)(F)F